C1(=CC=CC=C1)C1=CC=C2CCNCC2=C1 7-phenyl-1,2,3,4-tetrahydroisoquinoline